ClC1=NC=C(C(=C1)C1=C(C=NC(=C1)C)C(=O)NC=1SC=2C(=NC=C(C2)C2=CC(=NC=C2)N2C[C@H](NCC2)C)N1)OC (R)-2'-chloro-5'-methoxy-6-methyl-N-(6-(2-(3-methylpiperazin-1-yl)pyridin-4-yl)thiazolo[4,5-b]pyridin-2-yl)-[4,4'-bipyridine]-3-carboxamide